C(C)(C)(C)OC(=O)N1CC(CC1)N1C(=NC=2C1=C1C(=NC2)N(C=C1)S(=O)(=O)C1=CC=CC=C1)[C@@H](C)O 3-(2-((R)-1-hydroxyethyl)-6-(benzenesulfonyl)imidazo[4,5-d]pyrrolo[2,3-b]pyridine-1(6H)-yl)pyrrolidine-1-carboxylic acid tert-butyl ester